FC(C1=NC=CC=C1NC=1C2=C(N=CN1)C=CS2)(F)F N-(2-(trifluoromethyl)pyridin-3-yl)thieno[3,2-d]pyrimidin-4-amine